8,8'-oxybis(octan-1-ol) O(CCCCCCCCO)CCCCCCCCO